[Si](C1=CC=CC=C1)(C1=CC=CC=C1)(C(C)(C)C)OCC(O)[C@@H]1[C@@H]2CC[C@H](CN1)N2C(=O)OC(C)(C)C tert-butyl (1S,2S,5R)-2-(2-((tert-butyldiphenylsilyl) oxy)-1-hydroxyethyl)-3,8-diazabicyclo[3.2.1]octane-8-carboxylate